C(C)(C)(C)OC([C@@H](CC1=CC(=CC=C1)[N+](=O)[O-])[C@@H]1CN(CC1)C(=O)OC(C)(C)C)=O tert-butyl (3R)-3-[(1S)-2-tert-butoxy-1-[(3-nitrophenyl)methyl]-2-oxo-ethyl]pyrrolidine-1-carboxylate